4-vinylbenzylchloride C(=C)C1=CC=C(CCl)C=C1